(dimethylamino)trimethoxysilane CN(C)[Si](OC)(OC)OC